(1R,3R)-1-(2-(difluoromethoxy)-4-(((S)-1-(3-fluoropropyl)pyrrolidin-3-yl)oxy)phenyl)-3-methyl-2-(2,2,2-trifluoroethyl)-2,3,4,9-tetrahydro-1H-pyrido[3,4-b]indole FC(OC1=C(C=CC(=C1)O[C@@H]1CN(CC1)CCCF)[C@H]1N([C@@H](CC2=C1NC1=CC=CC=C21)C)CC(F)(F)F)F